C(CCCCCCCC=O)=O 1,9-nonanedialdehyde